(R)-1-(3-((6-((1-ethyl-1H-pyrazol-4-yl)amino)-3-(methylthio)-1H-pyrazolo[3,4-d]pyrimidin-4-yl)(methyl)amino)piperidin-1-yl)prop-2-en-1-one C(C)N1N=CC(=C1)NC1=NC(=C2C(=N1)NN=C2SC)N([C@H]2CN(CCC2)C(C=C)=O)C